CN1C(=NC(=C1)B1OC(C(O1)(C)C)(C)C)C 1,2-dimethyl-4-(4,4,5,5-tetramethyl-1,3,2-dioxaborolan-2-yl)-1H-imidazole